formamide C(=O)N